ClC=1C(=CC2=C([C@@H]([C@](O2)(C2=CC=CC=C2)CO)C)C1C1=C(C#N)C=CC(=C1F)OC)F 2-((2S,3S,4S)-5-chloro-6-fluoro-2-(hydroxymethyl)-3-methyl-2-phenyl-2,3-dihydrobenzofuran-4-yl)-3-fluoro-4-methoxybenzonitrile